1,2,3,5-tetrakis(mercaptomethoxy)benzene tert-butyl-3-bromo-6-(6-chloro-5-methylpyridazine-3-carbonyl)pyridine-2-carboxylate C(C)(C)(C)OC(=O)C1=NC(=CC=C1Br)C(=O)C=1N=NC(=C(C1)C)Cl.SCOC1=C(C(=CC(=C1)OCS)OCS)OCS